CC1=CC=C(C=C1)C=1C(=C(C=CC1)O)C1=CC=C(C=C1)C di(4-methyl-phenyl)phenol